(1s,2r)-N-t-butoxycarbonyl-1,2-cyclohexanediamine C(C)(C)(C)OC(=O)N[C@@H]1[C@@H](CCCC1)N